(5-(5-(3,4-difluoro-5-(piperazin-1-yl)phenyl)-1H-pyrrolo[2,3-b]pyridin-3-yl)pyrazolo[1,5-a]pyridin-3-yl)(morpholino)methanone FC=1C=C(C=C(C1F)N1CCNCC1)C=1C=C2C(=NC1)NC=C2C2=CC=1N(C=C2)N=CC1C(=O)N1CCOCC1